COC(=O)NC1(CCC(CC1)N1C(N(C=2C=NC(=CC21)NC=2C=C(C=C(C2)C=2C=NN(C2)C)NC(OC)=O)C)=O)C Methyl (3-((1-(4-((methoxycarbonyl)amino)-4-methylcyclohexyl)-3-methyl-2-oxo-2,3-dihydro-1H-imidazo[4,5-c]pyridin-6-yl)amino)-5-(1-methyl-1H-pyrazol-4-yl)phenyl)carbamate